O1C(=CC=C1)CO furan-2-methanol